N(=C=O)CC[Si](OC)(OC)OC isocyanatoethyltrimethoxysilane